COC=1C=C2CCN(CC2=CC1NC1=NC2=CC(=CC=C2C=N1)NC1=CC=C2CCNC(C2=C1)=O)C 7-({2-[(6-methoxy-2-methyl-1,2,3,4-tetrahydroisoquinolin-7-yl)amino]quinazolin-7-yl}-amino)-3,4-dihydroisoquinolin-1(2H)-one